S1C(=NC2=C1C=CC=C2)SCCB(O)O 2-[(2-benzothiazolyl)thio]ethylboronic acid